3,6-bis(4-(9H-carbazole-9-yl)phenyl)phenanthrene-9,10-dione C1=CC=CC=2C3=CC=CC=C3N(C12)C1=CC=C(C=C1)C=1C=CC=2C(C(C3=CC=C(C=C3C2C1)C1=CC=C(C=C1)N1C2=CC=CC=C2C=2C=CC=CC12)=O)=O